CC(C(COC([C@H](N(C(=O)OC)C1=CC=CC=C1)C1=CC=CC=C1)=O)=O)(C)C R-phenyl-[phenyl-methoxycarbonylamino]acetic acid-3,3-dimethyl-2-oxo-butyl ester